FC(OC1=CC(=C(C(=C1)C(C)C)CC(=O)N[S@](=O)(=N)C=1SC(=CC1F)C(C)(C)O)C(C)C)F |o1:16| (R)- or (S)-2-(4-(difluoromethoxy)-2,6-diisopropylphenyl)-N-(3-fluoro-5-(2-hydroxypropan-2-yl)thiophen-2-ylsulfonimidoyl)acetamide